rac-(2S,4S)-1,5-bis(2-methoxy-2',4',6'-trimethyl-[1,1'-biphenyl]-3-yl)pentane-2,4-diol COC1=C(C=CC=C1C[C@@H](C[C@H](CC=1C(=C(C=CC1)C1=C(C=C(C=C1C)C)C)OC)O)O)C1=C(C=C(C=C1C)C)C |r|